3-(5-amino-2-((1-methyl-1H-pyrazol-3-yl)methyl)-8-(oxazol-5-yl)-[1,2,4]triazolo[1,5-c]pyrimidin-7-yl)benzonitrile NC1=NC(=C(C=2N1N=C(N2)CC2=NN(C=C2)C)C2=CN=CO2)C=2C=C(C#N)C=CC2